C(C)(C)(C)N1CCC(CC1)N1N=NC(=C1)[C@H](C1CCOCC1)NC=1C=C2C(=C(C=NC2=C(C1)Cl)C#N)NC1=CC(=C(C=C1)F)Cl (S)-6-(((1-(1-(tert-butyl)piperidin-4-yl)-1H-1,2,3-triazol-4-yl)(tetrahydro-2H-pyran-4-yl)methyl)amino)-8-chloro-4-((3-chloro-4-fluorophenyl)amino)quinoline-3-carbonitrile